(2E)-3-[(7S)-7-({[2-chloro-4-(4H-1,2,4-triazol-4-yl)phenyl]carbonyl}amino)-2-methyl-7-phenyl-6,7,8,9-tetrahydropyrido[1,2-a]indol-10-yl]prop-2-enoic acid ClC1=C(C=CC(=C1)N1C=NN=C1)C(=O)N[C@@]1(CCC=2N(C3=CC=C(C=C3C2/C=C/C(=O)O)C)C1)C1=CC=CC=C1